FCCC1CCN(CC1)C1=C(N)C=CC=C1 2-(4-(2-fluoroethyl)piperidin-1-yl)aniline